ClCC(=O)N1CCC(CC1)C 2-chloro-1-(4-methylpiperidin-1-yl)ethanone